4-[5-(2,2-difluorocyclopropyl)-1,2,4-oxadiazol-3-yl]-4-methylpiperidine hydrochloride Cl.FC1(C(C1)C1=NC(=NO1)C1(CCNCC1)C)F